COC(=O)C1=CC=C(C=C1)[C@@H]1C=C(CC=N1)C=1C=NN(C1)CC (S)-6-(4-(methoxycarbonyl)phenyl)-4-(1-ethyl-1H-pyrazol-4-yl)-3,6-dihydropyridine